5-hydroxy-6-(2-(4-(4-(morpholinomethyl)phenethyl)-2-oxopyridin-1(2H)-yl)ethyl)pyrimidin-4(3H)-one OC=1C(NC=NC1CCN1C(C=C(C=C1)CCC1=CC=C(C=C1)CN1CCOCC1)=O)=O